C(C)N(C1=NC2=CC(=CC=C2C(N1NC(=O)[C@H]1[C@H](C1)C1=CC=C(C=C1)Cl)=O)F)C cis-2-(4-Chloro-phenyl)-cyclopropanecarboxylic acid [2-(ethyl-methyl-amino)-7-fluoro-4-oxo-4H-quinazolin-3-yl]-amide